[1-[[(1R,2R)-2-[[(3S,4R)-3-hydroxy-2,2-dimethyl-chroman-4-yl]carbamoyl]cyclopropyl]-(6-methoxy-3-pyridyl)methyl]-4,4-dimethyl-6-oxo-hexahydropyrimidin-2-ylidene]ammonium O[C@@H]1C(OC2=CC=CC=C2[C@H]1NC(=O)[C@H]1[C@@H](C1)C(N1C(NC(CC1=O)(C)C)=[NH2+])C=1C=NC(=CC1)OC)(C)C